C1(=CC=CC=C1)CCCCCO benzenepentanol